norbornyl formate C(=O)OC12CCC(CC1)C2